C[C@@H](C(C)C)N1C(C=CC2=C1N=C(N=C2)N[C@@H](C)C2=CC=C(C=C2)OC2CCN(CC2)C(C(C)C)=O)=O 8-((S)-1,2-dimethyl-propyl)-2-{(S)-1-[4-(1-isobutyryl-piperidin-4-yloxy)-phenyl]-ethylamino}-8H-pyrido[2,3-d]pyrimidin-7-one